Dihydronaphtho[2,1-b]Furan C1C2=C(OC1)C=CC1=CC=CC=C12